(S)-2-(4,5-dibromo-3-methoxythiophene-2-carboxamido)-N1-(1-(2-(2-adamantylamino)-2-oxoethyl)-2-oxo-1,2-dihydropyridin-3-yl)-N6-methyl-5-oxohexanediamide BrC=1C(=C(SC1Br)C(=O)N[C@H](C(=O)NC=1C(N(C=CC1)CC(=O)NC1C2CC3CC(CC1C3)C2)=O)CCC(C(=O)NC)=O)OC